O1CCC(CC1)NC(OC1CN(C1)C1=CC(=C(C(=C1)F)C1C(NC(CC1)=O)=O)F)=O 1-(4-(2,6-dioxopiperidin-3-yl)-3,5-difluorophenyl)azetidin-3-yl (tetrahydro-2H-pyran-4-yl)carbamate